[S-2].[La+3].[S-2].[S-2].[La+3] lanthanum(III) sulfide